[(3S)-3-(Tetrazol-1-yl)pyrrolidin-1-yl]-[6-[[6-(trifluoromethyl)pyridazin-3-yl]methyl]-2,6-diazaspiro[3.3]heptan-2-yl]methanone N1(N=NN=C1)[C@@H]1CN(CC1)C(=O)N1CC2(C1)CN(C2)CC=2N=NC(=CC2)C(F)(F)F